BrC=1C=C(C=C2C(=NC=NC12)NC(C)C1=NC=CN=C1C1=NC=CC=N1)Cl 8-bromo-6-chloro-N-[1-(3-pyrimidin-2-ylpyrazin-2-yl)ethyl]quinazolin-4-amine